COC1=NC=C(C(=N1)OC)C1=NC=CC=N1 2',4'-dimethoxy-2,5'-bipyrimidine